1-(4-((6,7-dimethoxyquinazolin-4-yl)amino)phenyl)-3-(2-methoxyphenyl)urea COC=1C=C2C(=NC=NC2=CC1OC)NC1=CC=C(C=C1)NC(=O)NC1=C(C=CC=C1)OC